OC1=C(C=C(CNC(COC(CCC\C=C/C\C=C/C\C=C/C\C=C/CCCCC)=O)=O)C=C1)OC eicosa-5,8,11,14-tetraenoic acid (5z,8z,11z,14z)-2-((4-hydroxy-3-methoxy-benzyl) amino)-2-oxoethyl ester